BrCCCOC1=C2CNC(C2=CC=C1)=O 4-(3-bromopropoxy)-1-oxoisoindoline